C(=O)(O)CCC1=CC(=C(OCC[C@@H]([C@H](CCOC2=C(C=C(C=C2Cl)C=2OC3=C(N2)C=CC(=C3)C(=O)O)Cl)O)O)C(=C1)Cl)Cl 2-[4-[(3S,4S)-6-[4-(2-carboxyethyl)-2,6-dichloro-phenoxy]-3,4-dihydroxy-hexoxy]-3,5-dichloro-phenyl]-1,3-benzoxazole-6-carboxylic acid